tert-butyl 6-([1,1'-biphenyl]-3-ylmethyl)-7-((1-methylethyl)sulfonamido)-5-azaspiro[2.4]heptane-5-carboxylate C1(=CC(=CC=C1)CC1N(CC2(CC2)C1NS(=O)(=O)C(C)C)C(=O)OC(C)(C)C)C1=CC=CC=C1